C(CCC)C=1N(C(=C(C(N1)=O)CC1=CC(=CC=C1)C=1C(=NC(=CC1)F)C)O)[C@@H](CC)C1=CC(=CC(=C1)F)F 2-butyl-1-[(1S)-1-(3,5-difluorophenyl)propyl]-5-{[3-(6-fluoro-2-methylpyridin-3-yl)phenyl]methyl}-6-hydroxy-1,4-dihydropyrimidin-4-one